O=CCCC(C(=O)[O-])N1CCN(CCN(CCN(CC1)CC(OC(C)(C)C)=O)CC(OC(C)(C)C)=O)CC(=O)OC(C)(C)C 5-oxo-2-(4,7,10-tri(2-tert-butoxy-2-oxo-ethyl)-1,4,7,10-tetraazacyclododecan-1-yl)pentanoate